1-[3-[3,5-dimethyl-1-(2,2,2-trifluoroethyl)pyrazol-4-yl]pyrazolo[1,5-a]pyridin-5-yl]-3-methoxy-pyrazole-4-carboxylic acid CC1=NN(C(=C1C=1C=NN2C1C=C(C=C2)N2N=C(C(=C2)C(=O)O)OC)C)CC(F)(F)F